2,4,6-trihydroxybenzophenone OC1=C(C(=O)C2=CC=CC=C2)C(=CC(=C1)O)O